CCCCCC(CC)C=1[Se]C=CC1 6-octylselenophene